1-(5-(cyclohexylmethyl)-6-methoxy-[1,1'-biphenyl]-3-yl)-3-methyl-1H-pyrazol-5(4H)-one C1(CCCCC1)CC=1C=C(C=C(C1OC)C1=CC=CC=C1)N1N=C(CC1=O)C